NC1=NC(=C(C=C1C=1C=C2CCNC(C2=C(C1)F)=O)C1=CC=C(C=C1)[C@]12CN(C[C@@H]2C1)C)F 6-(2-amino-6-fluoro-5-(4-((1S,5R)-3-methyl-3-azabicyclo[3.1.0]hexan-1-yl)phenyl)pyridin-3-yl)-8-fluoro-3,4-dihydroisoquinolin-1(2H)-one